N1(C(C(CC1)=O)=O)N1CCCC1 pyrrolidine-2,3-dionyl-pyrrolidine